(S)-(4-(3-Chloro-5-(piperazin-1-yl)benzoyl)piperazin-1-yl)(3-cyclohexyl-4-(pyrrolidin-3-yloxy)phenyl)methanone hydrochloride Cl.ClC=1C=C(C(=O)N2CCN(CC2)C(=O)C2=CC(=C(C=C2)O[C@@H]2CNCC2)C2CCCCC2)C=C(C1)N1CCNCC1